ClC=1C(=NC(=NC1)NC1CCOCC1)C1=CC=C2CN(C(C2=C1)=O)[C@@H](C(=O)N[C@H](C)C1=CC(=NC=C1)N(C)CC)C (2R)-2-(6-{5-chloro-2-[(oxan-4-yl)amino]pyrimidin-4-yl}-1-oxo-2,3-dihydro-1H-isoindol-2-yl)-N-[(1R)-1-{2-[ethyl(methyl)amino]pyridin-4-yl}ethyl]propanamide